2,5-dimethyl-1,4-benzenedithiol CC1=C(C=C(C(=C1)S)C)S